N-acryloyl-piperidine-2-carboxylic acid C(C=C)(=O)N1C(CCCC1)C(=O)O